C1(CC1)CN1CCN(C2=C(C1)C=C(C=C2)C2=CC=CC(=N2)[C@@H](CO)O)C2=CC=C(C=C2)C(F)(F)F (S)-1-(6-(4-(cyclopropylmethyl)-1-(4-(trifluoromethyl)phenyl)-2,3,4,5-tetrahydro-1H-benzo[e][1,4]diazepin-7-yl)pyridin-2-yl)ethane-1,2-diol